[Br].C(=C)C=1NC=CN1 vinyl-imidazole bromine salt